(1R,5S)-benzyl 3-(3-amino-6-chloropyridazin-4-yl)-3,8-diazabicyclo[3.2.1]octane-8-carboxylate NC=1N=NC(=CC1N1C[C@H]2CC[C@@H](C1)N2C(=O)OCC2=CC=CC=C2)Cl